C1(CC1)N1C(=NN=C(C1=O)N[C@H]1CN(CCC1)CC)C1=C(C=C(C=C1)C#C[Si](C)(C)C)OC (R)-4-cyclopropyl-6-((1-ethylpiperidin-3-yl)amino)-3-(2-methoxy-4-((trimethylsilyl)ethynyl)phenyl)-1,2,4-triazin-5(4H)-one